(R)-2-((1-(6-chloro-3-methyl-2-(1-methyl-1H-pyrazol-4-yl)-4-oxo-3,4-dihydroquinazolin-8-yl)ethyl)amino)-5-fluorobenzoic acid methyl ester COC(C1=C(C=CC(=C1)F)N[C@H](C)C=1C=C(C=C2C(N(C(=NC12)C=1C=NN(C1)C)C)=O)Cl)=O